N1C=CC=2C1=NC=C(C2)[C@H](C)NC2=CC=C(C=N2)C(=O)OC methyl 6-{[(1S)-1-{1H-pyrrolo[2,3-b]pyridin-5-yl}ethyl] amino}pyridine-3-carboxylate